N-(2,4-difluorobenzyl)-3-isopropyl-6-(piperidin-4-ylthio)imidazo[1,2-b]pyridazin-8-amine hydrochloride Cl.FC1=C(CNC=2C=3N(N=C(C2)SC2CCNCC2)C(=CN3)C(C)C)C=CC(=C1)F